2-amino-3,4-difluorophenol NC1=C(C=CC(=C1F)F)O